C(C)(C)(C)C(C(C(=O)O)(O)C(C)(C)C)C1=CC=CC=C1 di-t-butylhydroxyhydrocinnamic acid